1-(5-bromopyridin-3-yl)ethan-1-ol BrC=1C=C(C=NC1)C(C)O